N1(CCC1)C[C@H]([C@H](O)C1=CC(=C(C=C1)OC1CC1)Cl)NC(C(CCC1=CC2=CC=C(C=C2C=C1)F)(F)F)=O N-((1r,2r)-3-(azetidin-1-yl)-1-(3-chloro-4-cyclopropoxyphenyl)-1-hydroxypropan-2-yl)-2,2-difluoro-4-(6-fluoronaphthalen-2-yl)butanamide